C(C)[C@@H]1N(C[C@H](N(C1)C(C)C1=C(C2=C(N=C(S2)C)C=C1)F)CC)C=1C=2C(N(C(N1)=O)C)=CN(N2)C2OCCCC2 7-((2S,5R)-2,5-diethyl-4-(1-(7-fluoro-2-methylbenzo[d]thiazol-6-yl)ethyl)piperazin-1-yl)-4-methyl-2-(tetrahydro-2H-pyran-2-yl)-2,4-dihydro-5H-pyrazolo[4,3-d]pyrimidin-5-one